ClC=1C=C2C=C(NC2=CC1C1=NC=C(N=C1)OC)CNC(=O)N1CC2(COC2)C1 N-{[5-chloro-6-(5-methoxy-2-pyrazinyl)-2-indolyl]methyl}-2-oxa-6-aza-6-spiro[3.3]heptanecarboxamide